phenylene ether cyanate [O-]C#N.C=12C(=CC=CC1)O2